N-((5-(125I)iodo-2-methoxypyridin-3-yl)methyl)-2-phenylpiperidin-3-amine [125I]C=1C=C(C(=NC1)OC)CNC1C(NCCC1)C1=CC=CC=C1